3-benzyl-1,1'-biphenyl C(C1=CC=CC=C1)C=1C=C(C=CC1)C1=CC=CC=C1